2,3,4,5,6,10b,11,12-Octahydro-spiro[4b-aza-chrysen-12,2'-[1,3]dithiolan]-1-one S1C2(SCC1)CC1C3=CC=CC=C3CCN1C=1CCCC(C12)=O